3-(hydroxymethyl)-7,8-dihydropyrido[4,3-c]pyridazine-6(5H)-carboxylic acid tert-butyl ester C(C)(C)(C)OC(=O)N1CC2=C(N=NC(=C2)CO)CC1